C(CCCCCCC)(=O)OC(CN(CC(CCCCCCCC)OC(CCCCCCC)=O)C)CCCCCCCC (methylazanediyl)bis(decane-1,2-diyl) dioctanoate